4-(4-((S)-4-amino-3,3-difluoropiperidin-1-yl)-8-fluoro-2-(((2R,7as)-2-fluorohexahydro-1H-pyrrolizin-7a-yl)methoxy)pyrido[4,3-d]pyrimidin-7-yl)-5-ethynyl-6-fluoronaphthalen-2-ol N[C@@H]1C(CN(CC1)C=1C2=C(N=C(N1)OC[C@]13CCCN3C[C@@H](C1)F)C(=C(N=C2)C2=CC(=CC1=CC=C(C(=C21)C#C)F)O)F)(F)F